CC1=C2C(=CN(C2=CC=C1CN1CCC2(CCN(CC2)C2=NC=NC3=CC(=CC=C23)CC(F)(F)F)CC1)CC(C)N1CCN(CC1)S(=O)(=O)C)C#N 4-methyl-1-[2-(4-methylsulfonylpiperazin-1-yl)propyl]-5-[[3-[7-(2,2,2-trifluoroethyl)quinazolin-4-yl]-3,9-diazaspiro[5.5]undecan-9-yl]methyl]indole-3-carbonitrile